copper aluminium water O.[Al].[Cu]